N[C@](C(=O)OC)(CCC(=O)OC)C (S)-dimethyl 2-amino-2-methylpentanedioate